C(C\C=C\CCO)O (E)-hex-3-ene-1,6-diol